C(C)(CC)OC(=O)OOC(=O)OC(C)CC.OC1=CC=C2[C@@H]([C@@H](COC2=C1)C1=CC=CC=C1)C1=CC=C(C=C1)N1CCN(CC1)CC=1C=C2CN(C(C2=CC1)=O)C1C(NC(CC1)=O)=O 3-(5-((4-(4-((3R,4S)-7-hydroxy-3-phenylchroman-4-yl)phenyl)piperazin-1-yl)methyl)-1-oxoisoindolin-2-yl)piperidine-2,6-dione Di-sec-butyl-peroxydicarbonate